2-[(1R)-1-(3,6-Dimethyl-4-oxo-2-phenyl-chromen-8-yl)ethoxy]-N'-hydroxy-benzamidine CC1=C(OC2=C(C=C(C=C2C1=O)C)[C@@H](C)OC1=C(C(=NO)N)C=CC=C1)C1=CC=CC=C1